2-chloro-1-methylpyridinium iodide [I-].ClC1=[N+](C=CC=C1)C